FC1([C@H](CN(CC1)[C@H](C(=O)NC=1SC2=C(N1)C=C1C(=C2)OC(O1)(F)F)C)C1=CNC(C(=C1)CNC)=O)F (S)-2-((S)-4,4-difluoro-3-(5-((methylamino)methyl)-6-oxo-1,6-dihydropyridin-3-yl)piperidin-1-yl)-N-(2,2-difluoro-[1,3]dioxolo[4',5':4,5]benzo[1,2-d]thiazol-6-yl)propanamide